C(=O)(O)C1=CC=C(OC2=CC(=CC=C2)OC2=CC=C(C=C2)C(=O)O)C=C1 1,3-bis(4-carboxyphenoxy)benzene